FC(S(=O)(=O)C=1N=C2N(N1)[C@@H](C[C@@H]2F)C2=C(C=CC=C2F)F)F (5s,7s)-2-(difluoromethylsulfonyl)-5-(2,6-difluorophenyl)-7-fluoro-6,7-dihydro-5H-pyrrolo[1,2-b][1,2,4]triazole